[2-(5-FORMYL-FURAN-2-YL)-PHENYL]-CARBAMIC ACID TERT-BUTYL ESTER C(C)(C)(C)OC(NC1=C(C=CC=C1)C=1OC(=CC1)C=O)=O